CN1C(N(C2=C1C(=CC=C2)C#CCN2CC1COCC(C2)N1)C1C(NC(CC1)=O)=O)=O 3-[3-Methyl-4-[3-(3-oxa-7,9-diazabicyclo[3.3.1]nonan-7-yl)prop-1-ynyl]-2-oxo-benzimidazol-1-yl]piperidine-2,6-dione